CC1=CC=C(C=C1)S(=O)(=O)OCCN1N=NN=C1SC1=C(C(=O)OC)C=C(C=C1)[N+](=O)[O-] methyl 2-[(1-{2-[(4-methylbenzenesulfonyl)oxy]ethyl}-1H-1,2,3,4-tetrazol-5-yl)sulfanyl]-5-nitrobenzoate